N=1NC(N2C1C=CC=C2)=O 1,2,4-Triazolo{4,3-a}pyridin-3(2H)-one